N=1[C@@H](C(C=CC1)C(=O)O)C(=O)O L-2,3-dihydropyridinedicarboxylic acid